9-(Henicosan-11-Yloxy)-9-Oxononanoic Acid CCCCCCCCCCC(CCCCCCCCCC)OC(CCCCCCCC(=O)O)=O